n-ethyl-3-(4-isobutyl-2-methylphenyl)propan-1-imine oxide C(C)[N+](=CCCC1=C(C=C(C=C1)CC(C)C)C)[O-]